ClC1=NC=C(C(=N1)NC1=CC=2OC[C@@H](N3C(C(=CC(=C1)C32)OCC(=O)NC)=O)C)Cl 2-[[(2S)-7-[(2,5-dichloropyrimidin-4-yl)amino]-2-methyl-12-oxo-4-oxa-1-azatricyclo[7.3.1.05,13]trideca-5(13),6,8,10-tetraen-11-yl]oxy]-N-methyl-acetamide